BrCCC1=C(C=C(C=C1)C)C 1-(2-bromoethyl)-2,4-dimethylbenzene